Tert-butyl 4-((1-(2-bromo-5-methoxy-4-nitrophenyl)piperidin-4-yl)methyl)piperazine-1-carboxylate BrC1=C(C=C(C(=C1)[N+](=O)[O-])OC)N1CCC(CC1)CN1CCN(CC1)C(=O)OC(C)(C)C